(3S,7R,8aS)-3-(4-chlorobenzyl)-2-(1-(4-chloropyridin-2-yl)piperidin-4-yl)octahydropyrrolo[1,2-a]pyrazin ClC1=CC=C(C[C@@H]2N(C[C@H]3N(C2)CCC3)C3CCN(CC3)C3=NC=CC(=C3)Cl)C=C1